CC=1C(=NC=C(C1)C)N1[C@H](CN(CC1)C(=O)C1=CC=C(C=C1)[C@@]1(C(NC(N1)=O)=O)C(C)C)C (R)-5-{4-[(S)-4-(3,5-dimethylpyridin-2-yl)-3-methylpiperazine-1-carbonyl]phenyl}-5-isopropylimidazolidine-2,4-dione